(1R,2S,4S)-2-(hydroxymethyl)-2-(methoxymethyl)-5,5-dimethylquinuclidin-3-one OC[C@]1(N2CC([C@@H](C1=O)CC2)(C)C)COC